CC1N(C2=CC=CC=C2C1)S(=O)(=O)N 2,3-dihydro-2-methyl-1H-indole-1-sulfonamide